4-{[2-(4-{[(4-methanesulfonylphenyl)amino]methyl}phenyl)-1-(2,2,2-trifluoroethyl)-1H-indol-4-yl]amino}-1λ6-thiane CS(=O)(=O)C1=CC=C(C=C1)NCC1=CC=C(C=C1)C=1N(C2=CC=CC(=C2C1)NC1CC[SH4]CC1)CC(F)(F)F